N[C@@H](CC(=O)N1CC=2N(CC1)C(=NC2C(=O)OCCN2CCC(CC2)C(NC)=O)C(F)(F)F)CC2=C(C=C(C(=C2)F)F)F 2-(4-(methylcarbamoyl)piperidin-1-yl)ethyl (R)-7-(3-amino-4-(2,4,5-trifluorophenyl)butanoyl)-3-(trifluoromethyl)-5,6,7,8-tetrahydroimidazo[1,5-a]pyrazine-1-carboxylate